5-amino-2,3-dihydro-1H-indol-2-one NC=1C=C2CC(NC2=CC1)=O